CN1N=C(C(=C1)B1OC(C(O1)(C)C)(C)C)C(=O)OCC Ethyl 1-methyl-4-(4,4,5,5-tetramethyl-1,3,2-dioxaborolane-2-yl)-1H-pyrazole-3-carboxylate